3-propoxypicolinamide C(CC)OC=1C(=NC=CC1)C(=O)N